C(CCCCC)(=O)OC[C@H]1O[C@@]([C@@H]([C@@H]1O)O)(C#N)C1=CC=C2C(=NC=NN21)N ((2R,3S,4R,5R)-5-(4-aminopyrrolo[2,1-f][1,2,4]triazin-7-yl)-5-cyano-3,4-dihydroxytetrahydrofuran-2-yl)methyl hexanoate